(S)-5,8,8-trimethyl-5-phenyl-3-(trifluoromethyl)-5,8,9,10-tetrahydropyrido[2,3-b][1,6]naphthyridin-6(7H)-one C[C@@]1(C2=C(NC=3CC(NC(C13)=O)(C)C)N=CC(=C2)C(F)(F)F)C2=CC=CC=C2